OC1=CC=C(CC=CCC2=CC=C(C=C2)O)C=C1 1,2-bis(4-hydroxyl-benzyl)-ethylene